N-[(1S)-1-[2-(6-Chloropyrimidin-4-yl)-5-cyclopropyl-1,2,4-triazol-3-yl]ethyl]carbamic acid tert-butyl ester C(C)(C)(C)OC(N[C@@H](C)C=1N(N=C(N1)C1CC1)C1=NC=NC(=C1)Cl)=O